FC1COC2(C1F)CCC(CC2)NC(=O)C2C[C@H]1CC[C@@H](C2)N1C(=O)C1=NNC(=C1)C1=CC(=NC=C1F)OC (1R,3s,5S)-N-(3,4-difluoro-1-oxaspiro[4.5]dec-8-yl)-8-(5-(5-fluoro-2-methoxypyridin-4-yl)-1H-pyrazole-3-carbonyl)-8-azabicyclo[3.2.1]octane-3-carboxamide